2-[(4-chloro-2-nitrophenyl)azo]-N-(2,3-dihydro-2-oxo-1H-benzimidazol-5-yl)-3-oxobutanamide ClC1=CC(=C(C=C1)N=NC(C(=O)NC1=CC2=C(NC(N2)=O)C=C1)C(C)=O)[N+](=O)[O-]